7-cyclopropyl-6,7,8,9-tetrahydro-5H-pyrido[2,3-d]azepin-2-ol C1(CC1)N1CCC2=C(CC1)C=CC(=N2)O